4-methyl-pentanal CC(CCC=O)C